dibromothiazole [6-[[5-fluoro-2-(3,4,5-trimethoxyanilino)pyrimidin-4-yl]amino]-2,2-dimethyl-3-oxopyrido[3,2-b][1,4]oxazin-4-yl]methyl-dihydrogenphosphate FC=1C(=NC(=NC1)NC1=CC(=C(C(=C1)OC)OC)OC)NC=1C=CC=2OC(C(N(C2N1)COP(=O)(O)O)=O)(C)C.BrC=1N=C(SC1)Br